O1C(CC1)CN1C=NC=2C1=NC(=CC2)C(=O)[O-] 3-(oxetan-2-ylmethyl)-3H-imidazo[4,5-b]pyridine-5-carboxylate